N1-(8-(4-hydroxybutyl)-1-methyl-2-oxo-2,3,4,5-tetrahydro-1H-benzo[b]azepin-3-yl)-N2-phenethyloxalamide OCCCCC=1C=CC2=C(N(C(C(CC2)NC(C(=O)NCCC2=CC=CC=C2)=O)=O)C)C1